FC=1C=C(C=CC1)CNC(O[C@H]1[C@H](NC[C@@H]1O)CC1=CC=C(C=C1)C1=CN2C(S1)=NC=C2)=O (2R,3S,4S)-4-hydroxy-2-[(4-{imidazo[2,1-b][1,3]thiazol-2-yl}phenyl)methyl]pyrrolidin-3-yl N-[(3-fluorophenyl)methyl]carbamate